(S,E)-4-(2-(3-(1,1-difluoroethyl)-1-ethyl-1H-pyrazol-4-yl)phenyl)-6-(4-(dimethylamino)but-2-enoyl)-4,5,6,7-tetrahydrothieno[2,3-c]pyridine-2-carbonitrile FC(C)(F)C1=NN(C=C1C1=C(C=CC=C1)[C@H]1C2=C(CN(C1)C(\C=C\CN(C)C)=O)SC(=C2)C#N)CC